O=C1N(C(C=C1)=O)CC1CCC(CC1)C(=O)NC1CCC(CC1)NC1=CC(=NC2=CC=C(C=C12)Cl)C(F)(F)F (1r,4r)-4-[(2,5-dioxo-2,5-dihydro-1H-pyrrol-1-yl)methyl]-N-[(1s,4s)-4-{[6-chloro-2-(trifluoromethyl)quinolin-4-yl]amino}cyclohexyl]cyclohexane-1-carboxamide